ClC1=CC=C(C(=N1)C(=O)O)N[C@H](C)C1=CC(=CN2C1=NC(=C(C2=O)C)N2C1C(CC(C2)C1)(F)F)C 6-chloro-3-(((1R)-1-(2-(6,6-difluoro-2-azabicyclo[2.2.1]heptan-2-yl)-3,7-dimethyl-4-oxo-4H-pyrido[1,2-a]pyrimidin-9-yl)ethyl)amino)picolinic acid